N-(6-(4-(2,2-difluoroethyl)piperazin-1-yl)-1-oxo-2-(2,2,2-trifluoroethyl)isoindolin-5-yl)pyrazolo[1,5-a]pyrimidine-3-carboxamide FC(CN1CCN(CC1)C1=C(C=C2CN(C(C2=C1)=O)CC(F)(F)F)NC(=O)C=1C=NN2C1N=CC=C2)F